3-(9-methyl-9H-fluoren-9-yl)aniline CC1(C2=CC=CC=C2C=2C=CC=CC12)C=1C=C(N)C=CC1